5-(2-Fluoro-piperidin-1-yl)-pent-2-enoic acid [4-(3-chloro-4-fluoro-phenylamino)-7-methoxy-quinazolin-6-yl]-amide ClC=1C=C(C=CC1F)NC1=NC=NC2=CC(=C(C=C12)NC(C=CCCN1C(CCCC1)F)=O)OC